[Cl-].[Cl-].C1(CCCCC1)CC(=[Zr+2](C1=C(C(=CC=2C3=CC(=C(C=C3CC12)C1=CC=CC=C1)C(C)(C)C)C(C)(C)C)C1=CC=CC=C1)C1C=CC=C1)CC1CCCCC1 di-(cyclohexylmethyl)methylene(cyclopentadienyl)(2,7-diphenyl-3,6-di-tert-butylfluorenyl)zirconium dichloride